CC(C)(C)OC(=O)N(C)CCO N-Boc-N-methylaminoethanol